C(C1=CC=CC=C1)OC(C(=C)C)=O.ClC(C(=O)OC)=C 1-Methyl Chloroacrylate Benzyl-Methacrylate